C(C)[C@@H]1NC[C@H](N(C1)C(C)C1=C(C=C(C=C1)C(F)(F)F)F)CC (2S,5R)-2,5-diethyl-4-(1-(2-fluoro-4-(trifluoromethyl)phenyl)ethyl)piperazine